CN(C)CC1=NC(=C(C2=CC=C(C=C12)OC1=CC=CC=C1)O)C(=O)OCC ethyl 1-[(dimethylamino) methyl]-4-hydroxy-7-phenoxyisoquinoline-3-carboxylate